S1C2=C(C=C1CNC(=O)C1N(CCN(C1)C=1C=3C(N=CN1)=NN(C3)C3=CC(=C(C=C3)C)F)C)C=CC=C2 N-(benzo[b]thiophen-2-ylmethyl)-4-(2-(3-fluoro-4-methylphenyl)-2H-pyrazolo[3,4-d]pyrimidin-4-yl)-1-methylpiperazine-2-carboxamide